C1N(CC2=CC=CC=C12)CC=1OC=C(C(C1)=O)OCC1=CCC(C=C1)=NS(=O)(=O)C(C)C 2-(isoindolin-2-ylmethyl)-5-((4-(propan-2-ylsulfonylimino)benzyl)oxy)-4H-pyran-4-one